6-(2-methyl-8-phenoxy-imidazo[1,2-b]pyridazin-6-yl)-2-(4-piperidyl)isoquinolin-1-one CC=1N=C2N(N=C(C=C2OC2=CC=CC=C2)C=2C=C3C=CN(C(C3=CC2)=O)C2CCNCC2)C1